(2,5-dihydro-furan-3-yl)-7-methoxy-1-thiophen-3-yl-1,4-dihydro-chromeno[4,3-c]pyrazole-3-carboxylic acid tert-butyl-methyl-amide C(C)(C)(C)N(C(=O)C=1C2=C(N(N1)C1=CSC=C1)C=1C=CC(=CC1OC2C=2COCC2)OC)C